[6-[3-(3,3-difluorocyclobutyl)-1H-1,2,4-triazol-5-yl]-2-azaspiro[3.3]heptan-2-yl]-[6-[[2-methyl-4-(trifluoromethyl)pyrazol-3-yl]methyl]-2,6-diazaspiro[3.3]heptan-2-yl]methanone FC1(CC(C1)C1=NNC(=N1)C1CC2(CN(C2)C(=O)N2CC3(C2)CN(C3)CC=3N(N=CC3C(F)(F)F)C)C1)F